5-((1S,2R)-1-(6-chloro-4-(2-hydroxy-2-methylpropyl)-1,1-dioxido-3,4-dihydro-2H-benzo[e][1,2,4]thiadiazin-2-yl)-2-(6-fluoro-2,3-dimethylphenyl)propyl)-1,3,4-oxadiazol-2(3H)-one ClC=1C=CC2=C(N(CN(S2(=O)=O)[C@@H]([C@H](C)C2=C(C(=CC=C2F)C)C)C2=NNC(O2)=O)CC(C)(C)O)C1